C(C)(C)(C)C=1N=C(N(C1)C(=O)NCCCC1(CC1)C(F)(F)F)OC (tert-butyl)-2-methoxy-N-(3-(1-(trifluoromethyl)cyclopropyl)propyl)-1H-imidazole-1-carboxamide